(2S)-Isopropyl 2-(((5-hydroxy-4-(hydroxymethyl)-6-methylpyridin-3-yl)methoxy)(5,6,7,8-tetrahydronaphthalen-1-yloxy)phosphorylamino)propanoate OC=1C(=C(C=NC1C)COC1=C(C=2CCCCC2C=C1)OP(=O)=N[C@H](C(=O)OC(C)C)C)CO